C(C1=CC=CC=C1)C(C(=O)C1=CC=C(C=C1)N1CCOCC1)(CC)N(C)C 2-benzyl-2-(dimethylamino)-1-[(4-morpholino)phenyl]-1-butanone